(S)-2-(3-(1-amino-2,2,2-trifluoroethyl)-1-neopentyl-1H-indol-6-yl)-3-methoxybenzonitrile N[C@H](C(F)(F)F)C1=CN(C2=CC(=CC=C12)C1=C(C#N)C=CC=C1OC)CC(C)(C)C